6H-pyrimido[5,4-b][1,4]oxazine N1=CN=CC=2OCC=NC21